CN1CCN(CC1)C1=CC=C(C=C1)NC1=NC=C(C(=N1)NC1=CC2=C(S1)CCCC2)[N+](=O)[O-] 2-((2-((4-(4-methylpiperazin-1-yl)phenyl)amino)-5-nitropyrimidin-4-yl)amino)-4,5,6,7-tetrahydrobenzo[b]thiophene